2-((3-(2-bromo-3-(1,4-benzodioxan-6-yl)anilino)-1-methylpyrazolo[4,5-b]pyridin-6-ylmethylene)amino)propan-1,3-diol BrC1=C(NC2=NN(C=3C2=NC=C(C3)C=NC(CO)CO)C)C=CC=C1C1=CC3=C(OCCO3)C=C1